C1(CCCC1)N1N=C(C=C1C1=C(C=CC=C1OC)OC)C(=O)NC(CC1=NN=CN1)CCN1CCCCC1 1-cyclopentyl-5-(2,6-dimethoxyphenyl)-N-(4-(piperidin-1-yl)-1-(4H-1,2,4-triazol-3-yl)but-2-yl)-1H-pyrazole-3-carboxamide